4-{[1-(5-Chloro-2-methoxy-benzenesulfonyl)-4-methoxy-2,3-dihydro-1H-indole-6-carbonyl]-amino}-2-fluoro-benzoic acid ClC=1C=CC(=C(C1)S(=O)(=O)N1CCC2=C(C=C(C=C12)C(=O)NC1=CC(=C(C(=O)O)C=C1)F)OC)OC